tert-butyl (5-(3-fluoro-5-((1,1,1-trifluoro-2-methylpropan-2-yl) oxy)phenyl)-1-(2-(trifluoromethyl)pyrimidin-5-yl)-1H-pyrazol-3-yl)carbamate FC=1C=C(C=C(C1)OC(C(F)(F)F)(C)C)C1=CC(=NN1C=1C=NC(=NC1)C(F)(F)F)NC(OC(C)(C)C)=O